COC=1C(=CC=2C3=C(C=NC2C1)N=NN3CC3=CC=C(C=N3)S(=O)(=O)N)OC 6-((7,8-dimethoxy-1H-[1,2,3]triazolo[4,5-c]quinolin-1-yl)methyl)pyridine-3-sulfonamide